6-(3-((benzyloxy)methyl)-4-ethyl-5-oxo-4,5-dihydro-1H-1,2,4-triazol-1-yl)-4-(prop-1-en-2-yl)isoquinolin-1(2H)-one C(C1=CC=CC=C1)OCC1=NN(C(N1CC)=O)C=1C=C2C(=CNC(C2=CC1)=O)C(=C)C